ONC(CCCCCCC(=O)NC=1C=NC=CC1)=O N-hydroxy-N'-3-pyridyloctanediamide